ClC=1C=CC(=C(CNC2=NS(C3=C(N2)C(=CC=C3)OC3=C(C=CC=C3)Cl)(=O)=O)C1)F 3-((5-chloro-2-fluorobenzyl)amino)-5-(2-chlorophenoxy)-4H-benzo[e][1,2,4]thiadiazine 1,1-dioxide